COC(=O)C=1N=CNC(C1Cl)=O 5-chloro-6-oxo-1H-pyrimidine-4-carboxylic acid methyl ester